1,3,3-Trimethyl-5-(5-((3-(methylamino)-5-(trifluoromethyl)pyridin-2-yl)amino)-1,2,4-thiadiazol-3-yl)-1H-pyrrolo[2,3-c]pyridin-2(3H)-one CN1C(C(C=2C1=CN=C(C2)C2=NSC(=N2)NC2=NC=C(C=C2NC)C(F)(F)F)(C)C)=O